NCCCCC(C)N1C(=NC2=C1C(=CC=C2)C2=NC=NN2C)NC(=O)C=2C=C(C(=O)O)C=CC2 3-((1-(6-aminohexan-2-yl)-7-(1-methyl-1H-1,2,4-triazol-5-yl)-1H-benzo[d]imidazol-2-yl)carbamoyl)benzoic acid